[Cl-].O=C1NC(CCC1N1C(C2=CC=CC(=C2C1=O)C[NH3+])=O)=O [2-(2,6-dioxo-3-piperidyl)-1,3-dioxo-isoindolin-4-yl]methylammonium chloride